4-(2-((5-chloropyridin-2-yl)methyl)-2H-tetrazol-5-yl)-N-(2-hydroxyethyl)benzenesulfonamide ((3s,4s)-8-(5-bromopyrazin-2-yl)-3-methyl-2-oxa-8-azaspiro[4.5]decan-4-yl)carbamate BrC=1N=CC(=NC1)N1CCC2([C@@H]([C@@H](OC2)C)NC(O)=O)CC1.ClC=1C=CC(=NC1)CN1N=C(N=N1)C1=CC=C(C=C1)S(=O)(=O)NCCO